1-[2-chloro-4-(trifluoromethyl)phenyl]-4-[6-(2-ethylphenyl)pyridin-3-yl]-N-[(3S)-1-methylpyrrolidin-3-yl]piperidine-4-carboxamide ClC1=C(C=CC(=C1)C(F)(F)F)N1CCC(CC1)(C(=O)N[C@@H]1CN(CC1)C)C=1C=NC(=CC1)C1=C(C=CC=C1)CC